2-amino-5-cyclopropyl-N-(isoquinolin-4-yl)benzamide NC1=C(C(=O)NC2=CN=CC3=CC=CC=C23)C=C(C=C1)C1CC1